C1(=CC=CC=C1)C1=CC(=NC=C1)NC1=CC(=NN1)C1=NC=CC=C1 4-phenyl-N-(3-(pyridin-2-yl)-1H-pyrazol-5-yl)pyridin-2-amine